C(#N)C1=CC=C(C2=C1CCO2)C2C(=C(NC1=C(C=NC(=C21)OCC2CC(C2)(F)F)C)C)C(=O)[O-] 4-(4-cyano-2,3-dihydro-1-benzofuran-7-yl)-5-[(3,3-difluorocyclobutyl)methoxy]-2,8-dimethyl-1,4-dihydro-1,6-naphthyridine-3-carboxylate